FC1=C(C(=O)NC(=O)NC2=CC=C(C=C2)Br)C(=CC=C1)F N-(2,6-difluorobenzoyl)-N'-(4-bromophenyl)urea